CC=1C(=C(C(=O)O)C=CC1O)OCC1=CC(=CC=C1)F.CN1N=C(C=C1C1=C(C=C(C=C1)CC(=O)N)S(N)(=O)=O)C(F)(F)F {4-[1-methyl-3-(trifluoromethyl)-1H-Pyrazol-5-yl]-3-sulfamoylphenyl}acetamide methyl-3-fluorobenzyloxy-4-hydroxybenzoate